C(C)(C)[Si](C(C)C)(C(C)C)C#CC1=CC=C(C=C1)CN (4-((triisopropylsilyl)ethynyl)phenyl)methylamine